N-(5-amino-2-bromopyridin-4-yl)-4-(2-(trifluoromethyl)benzoyl)-1-((2-(trimethylsilyl)ethoxy)methyl)-1H-pyrrole-2-carboxamide NC=1C(=CC(=NC1)Br)NC(=O)C=1N(C=C(C1)C(C1=C(C=CC=C1)C(F)(F)F)=O)COCC[Si](C)(C)C